C(C)(C)(C)OC(=O)N1CCN(CC1)C1C=2C(NCC1)=C(N(N2)C2=CC=C(C=C2)OC2=C(C=CC=C2)C(F)(F)F)C(=O)OCC ethyl 7-[4-(tert-butoxycarbonyl)piperazin-1-yl]-2-{4-[2-(trifluoromethyl)phenoxy]phenyl}-4,5,6,7-tetrahydro-2H-pyrazolo[4,3-b]pyridine-3-carboxylate